((3aR,4R,6R,6aR)-6-(4-aminopyrrolo[2,1-f][1,2,4]triazin-7-yl)-6-cyano-2,2-dimethyltetrahydrofuro[3,4-d][1,3]dioxol-4-yl)methyl tert-butyl carbonate C(OC[C@H]1O[C@@]([C@@H]2OC(O[C@@H]21)(C)C)(C#N)C2=CC=C1C(=NC=NN12)N)(OC(C)(C)C)=O